1,3-difluoropropane-2-amine FCC(CF)N